C(C)(C)(C)C=1C=C(C(=CC1O)C)CCCCC=1C(=CC(=C(C1)C(C)(C)C)O)C 6,6'-di-tert-butyl-4,4'-butylene-di-m-cresol